(tetraacetyl-beta-D-glucopyranosyl)gentisic acid C(C)(=O)[C@@]1([C@@]([C@]([C@@](O[C@@H]1CO)(C(C)=O)C1=C(C(C(=O)O)=CC(=C1)O)O)(O)C(C)=O)(O)C(C)=O)O